ClCC1=CC=C(C=C1)CN1CC2(CN(C2)C=2C=CC(=NC2)NC2=NC=C(C(=N2)C=2C=NN3C2[C@H](CCCC3)C)F)C1 N-[5-[6-[[4-(chloromethyl)phenyl]methyl]-2,6-diazaspiro[3.3]heptan-2-yl]-2-pyridyl]-5-fluoro-4-[(4S)-4-methyl-5,6,7,8-tetrahydro-4H-pyrazolo[1,5-a]azepin-3-yl]pyrimidin-2-amine